C(C1=CC=CC=C1)OC1=NN(C=C1)C1=CC(=C(CC2=NC3=C(N2CCOC)C=C(C=C3)C(=O)O)C=C1)F 2-(4-(3-(benzyloxy)-1H-pyrazol-1-yl)-2-fluorobenzyl)-1-(2-methoxyethyl)-1H-benzo[d]imidazole-6-carboxylic acid